4-(2-(dimethylamino)ethyl)-1H-indol-6-amine CN(CCC1=C2C=CNC2=CC(=C1)N)C